O=C1NC(CCC1C1=NOC2=C1C=CC(=C2)C=2CCN(CC2)C(=O)OC(C)(C)C)=O tert-butyl 4-(3-(2,6-dioxopiperidin-3-yl)benzo[d]isoxazol-6-yl)-3,6-dihydropyridine-1(2H)-carboxylate